FC=1C=C(C=C(C1CO)OC)C1=C(C(=CC=C1)C1=C(C(=CC=C1)C1=CC=C(C=C1)CO)C)C (3-fluoro-5-methoxy-2',2''-dimethyl-[1,1':3',1'':3'',1'''-quaterphenyl]-4,4'''-diyl)dimethanol